Cl.FC(C=1C=C(C=NC1)N1CCC2(CC1)CCNCC2)(F)F 3-(5-(trifluoromethyl)pyridin-3-yl)-3,9-diazaspiro[5.5]undecane hydrochloride